4,4-dimethyl-2,3,3a,4a-tetrahydro-1H-cyclopropa[1,2-c]pyrrole-1-formic acid CC1(C2C(NCC21)C(=O)O)C